(2S)-2-[[(2S)-2-amino-3-[5-[bis(2-chloroethyl)amino]-1-methyl-benzimidazol-2-yl]propanoyl]amino]-4-methyl-pentanoic acid N[C@H](C(=O)N[C@H](C(=O)O)CC(C)C)CC1=NC2=C(N1C)C=CC(=C2)N(CCCl)CCCl